(2-iodoacetyl)-L-alanine ICC(=O)N[C@@H](C)C(=O)O